Bis-(p-hydroxyphenyl)-methan OC1=CC=C(C=C1)CC1=CC=C(C=C1)O